FC1(CC(C1)C1=NNC(=N1)C1CC2(CN(C2)C(=O)N2CC3(C2)CC(C3)CC3=CC=C(C=C3)S(=O)(=O)C(F)(F)F)C1)F [6-[3-(3,3-difluorocyclobutyl)-1H-1,2,4-triazol-5-yl]-2-azaspiro[3.3]heptan-2-yl]-[6-(4-triflylbenzyl)-2-azaspiro[3.3]heptan-2-yl]methanone